glycinyl-sulfonate tert-butyl-(tert-butoxycarbonyl)(5-(5-chloropyrazin-2-yl)-2,2-dimethyl-4-oxo-3,8,11-trioxa-5-azatridecan-13-yl)carbamate C(C)(C)(C)C(COCCOCCN(C(OC(C)(C)C)=O)C1=NC=C(N=C1)Cl)N(C(O)=O)C(=O)OC(C)(C)C.NCC(=O)S(=O)(=O)O